O=C1CC(C2=CC(=CC=C12)COC1=CC2=C(C=N1)[C@H]1[C@@H](C2)[C@@H]1C(=O)O)C1=C(C=CC=C1)C(F)(F)F (5aR,6S,6aS)-3-((1-oxo-3-(2-(trifluoromethyl)-phenyl)-2,3-dihydro-1H-inden-5-yl)methoxy)-5,5a,6,6a-tetrahydrocyclopropa[4,5]cyclopenta[1,2-c]pyridine-6-carboxylic acid